CN(C1(CCC2(CN(C(N2)=O)C=2C(=NC(=NC2)N2CCS(CC2)(=O)=O)C)CC1)C1=CC=CC=C1)C cis-8-dimethylamino-3-[2-(1,1-dioxo-[1,4]thiazinan-4-yl)-4-methyl-pyrimidin-5-yl]-8-phenyl-1,3-diazaspiro[4.5]decan-2-one